CC=1C(=C(C(=NC1C(=O)O)C(=O)O)C)Br.CO[C@H]1[C@H]([C@@H](O[C@@H]1CO)N1C=NC=2C(=O)NC(N)=NC12)O 3'-O-Methyl-Guanosine Dimethyl-4-bromopyridine-2,6-dicarboxylate